COC(C#CCCOC)OC 1,1-dimethoxy-5-methoxy-2-pentyne